O[C@H](COC=1C=C(C=CC1)S(=O)(=O)CC(=O)N)CN[C@H]1COC2(C1)CCN(CC2)S(=O)(=O)C=2C=NC1=CC=CC=C1C2 2-(3-((S)-2-Hydroxy-3-((R)-8-(chinolin-3-ylsulfonyl)-1-oxa-8-azaspiro[4.5]decan-3-yl-amino)propoxy)phenylsulfonyl)acetamid